C1(CC1)[C@H](C)N1C(C=2C(=NC(=CC2C1)C1=C(N=C(S1)NC(=O)NC)C)N1C[C@@H](O[C@@H](C1)C)C)=O 1-(5-(2-((S)-1-cyclopropylethyl)-4-((2S,6R)-2,6-dimethylmorpholinyl)-3-oxo-2,3-dihydro-1H-pyrrolo[3,4-c]pyridin-6-yl)-4-methylthiazol-2-yl)-3-methylurea